Cl.N1CCCCC1 PIPERIDIN HYDROCHLORID